C(CCCCCCCCC(=O)[O-])(=O)[O-].[NH-]CCCCCC[NH-] hexamethylenediamide sebacate